C(C)(C)(C)OC(=O)N1[C@H](C[C@H](CC1)C1=CC=C(C=C1)F)C(=O)OC(C)(C)C.C1(CCC2=CC=CC=C12)C(=O)C1=CC=C(C=C1)OC (2,3-dihydro-1H-inden-1-yl)(4-methoxyphenyl)methanone di-tert-butyl-(2R,4S)-4-(4-fluorophenyl)piperidine-1,2-dicarboxylate